FC(OC1=CC=C(C=C1C1=C(C=CC=C1C)C)C=O)F 6-(difluoromethoxy)-2',6'-dimethyl-[1,1'-biphenyl]-3-carbaldehyde